ethyl 4-formyl-5-hydroxy-6-methoxybenzo[b]thiophene-2-carboxylate C(=O)C1=C(C(=CC=2SC(=CC21)C(=O)OCC)OC)O